[I-].OC(CN1C=[N+](C=C1)CC1=CC=C(C=C1)C=C)COCC1=CC=CO1 1-(2-hydroxy-3-furfuryloxy-propan-1-yl)-3-(4-vinylbenzyl)-1H-imidazolium iodide